ClC=1C=C2CCC[C@]3(COC4=CC=C5C(NS(CCCCCC[C@@H]6CC[C@H]6CN(C3)C4=C5)(=O)=O)=O)C2=CC1 (1S,3'R,6'R)-6-CHLORO-3,4-DIHYDRO-2H,15'H-SPIRO[NAPHTHALENE-1,22'-[20]OXA[13]THIA[1,14]DIAZATETRACYCLO[14.7.2.03,6.019,24]PENTACOSA[16,18,24]TRIEN]-15'-ONE 13',13'-DIOXIDE